COC1=C(CN(C2=NC=NS2)C2=C(C=C(C(=C2)F)F)F)C=CC(=C1)OC N-(2,4-dimethoxybenzyl)-2,4,5-trifluoro-N-(1,2,4-thiadiazole-5-yl)-phenylamine